(2Z)-3-METHYL-5-PHENYL-2-PENTENENITRILE C/C(=C/C#N)/CCC1=CC=CC=C1